5-benzyloxy-1-(9a,10-dihydro-9H-indeno[1,2-a]inden-4b-yl)-3-methyl-2,3-dihydro-1H-pyrido[2,1-f][1,2,4]triazine-4,6-dione C(C1=CC=CC=C1)OC=1C(C=CN2N(CN(C(C21)=O)C)C21C(CC3=CC=CC=C23)CC=2C=CC=CC21)=O